C[Ge](C)(C)C1(C=CC=C1)[Zr]C1(C=CC=C1)[Ge](C)(C)C bis(trimethylgermylcyclopentadienyl)zirconium